N-{4-[3-fluoro-5-(trifluoromethyl)phenyl]-1,3-thiazol-2-yl}acetamide FC=1C=C(C=C(C1)C(F)(F)F)C=1N=C(SC1)NC(C)=O